4-((2-methyl-2H-tetrazol-5-yl)(phenyl)methyl)-4,7-diazaspiro[2.5]octane-7-carboxylic acid tert-butyl ester C(C)(C)(C)OC(=O)N1CCN(C2(CC2)C1)C(C1=CC=CC=C1)C=1N=NN(N1)C